6-(3-aminopyrrolidin-3-yl)-7-methyl-5-(4-((6-methylpyridin-2-yl)oxy)phenyl)-7H-pyrrolo[2,3-d]pyrimidin-4-amine NC1(CNCC1)C1=C(C2=C(N=CN=C2N)N1C)C1=CC=C(C=C1)OC1=NC(=CC=C1)C